C1(CC1)N(C=1N=CC(=NC1)C1=C(C=C(C=C1)C=1C=NN(C1)C)O)[C@@H]1[C@@H]([C@H]2CC[C@@H](C1)N2)F 2-(5-{cyclopropyl[(1R,2R,3S,5S)-2-fluoro-8-azabicyclo[3.2.1]octan-3-yl]amino}pyrazin-2-yl)-5-(1-methyl-1H-pyrazol-4-yl)phenol